6-[(1H-indol-6-yl)amino]-2-methoxypyridine-3-carbonitrile N1C=CC2=CC=C(C=C12)NC1=CC=C(C(=N1)OC)C#N